ICC1CC(C1)C=1C=C2CN(C(C2=CC1)=O)C1C(N(C(CC1)=O)COCC[Si](C)(C)C)=O (5-(3-(iodomethyl)cyclobutyl)-1-oxoisoindolin-2-yl)-1-((2-(trimethylsilyl)ethoxy)methyl)piperidine-2,6-dione